(2S,3R)-3-azido-1-[3-cyano-6-methyl-4-(trifluoromethyl)-2-pyridyl]-N-methyl-N-(m-tolyl)pyrrolidine-2-carboxamide N(=[N+]=[N-])[C@H]1[C@H](N(CC1)C1=NC(=CC(=C1C#N)C(F)(F)F)C)C(=O)N(C=1C=C(C=CC1)C)C